tridecyl (3-mercaptopropionate) SCCC(=O)OCCCCCCCCCCCCC